cobalt iron magnesium aluminum [Al].[Mg].[Fe].[Co]